N1=CC(=CC=C1)C=1NC=2N(C(C1)C1=CC=C(C=C1)Br)C1=C(N2)C=CC=C1 2-(3-pyridyl)-4-(4-bromophenyl)-1,4-dihydrobenzo[4,5]imidazo[1,2-a]pyrimidine